C(#N)C=1SC=CC1C#CC=1C=C(C=CC1)CC(CCN1N(C(SC=C1)=O)CCC1=CC=C(S1)C(=O)O)O 5-(2-(4-(4-(3-((2-cyanothiophen-3-yl)ethynyl)phenyl)-3-hydroxybutyl)-2-oxo-1,3,4-thiadiazin-3-yl)ethyl)thiophene-2-carboxylic acid